N2-(4-hydroxy-3-methoxy-benzyl)-2-methyl-propane-1,2-diamine OC1=C(C=C(CNC(CN)(C)C)C=C1)OC